[2-(1-ethylpropyl)-1,3-benzoxazol-6-yl]-[4-(5-methyloxazolo[4,5-b]pyridin-2-yl)piperazin-1-yl]methanone C(C)C(CC)C=1OC2=C(N1)C=CC(=C2)C(=O)N2CCN(CC2)C=2OC=1C(=NC(=CC1)C)N2